OC1=C(C=CC=C1)C1=NC=NC=N1 2-Hydroxyphenyl-s-triazin